NC1C(CN(CC1)C(=O)OC(C)(C)C)(C)F tert-butyl 4-amino-3-fluoro-3-methyl-piperidine-1-carboxylate